C(C)(=O)C=1C(=C(NC1C)C(=O)N)C1=CC=CC=C1 4-acetyl-5-methyl-3-phenyl-1H-pyrrole-2-carboxamide